CN(C)C[B-](F)(F)F.[K+] Potassium (dimethylamino)methyltrifluoroborate